[hydroxy]allysine ON[C@@H](CCCC=O)C(=O)O